6-(3-(1-((1S,3R,4S,5R)-4-fluoro-1-methyl-8-azabicyclo[3.2.1]octan-3-yl)vinyl)-1,2,4-triazin-6-yl)isoquinolin-7-ol F[C@H]1[C@H](C[C@@]2(CC[C@H]1N2)C)C(=C)C=2N=NC(=CN2)C=2C=C1C=CN=CC1=CC2O